2-((3,4-difluorophenyl)amino)-N-(1-methyl-3-(trifluoromethyl)-1H-pyrazol-5-yl)benzamide FC=1C=C(C=CC1F)NC1=C(C(=O)NC2=CC(=NN2C)C(F)(F)F)C=CC=C1